N-(4-methylthiobenzyl)-2-morphinanyl-5-nitrobenzamide CSC1=CC=C(CNC(C2=C(C=CC(=C2)[N+](=O)[O-])C2=CC=CC=3[C@@]45CCCC[C@H]4[C@@H](CC23)NCC5)=O)C=C1